FC(C(=O)O)(F)F.FC(C(=O)O)(F)F.CC1=C(C(=O)NC2=CC(=C(C=C2)N2CCNCC2)C)C=CC(=C1)N1CCNCC1 2-methyl-N-(3-methyl-4-(piperazin-1-yl)phenyl)-4-(piperazin-1-yl)benzamide bistrifluoroacetic acid salt